[3,4'-bipyridin]-2-amine N1=C(C(=CC=C1)C1=CC=NC=C1)N